(S)-methyl 1-(2-(benzyloxy)ethyl)-2-chloro-4-methyl-5-(2-(trifluoromethyl)phenyl)-1H-pyrrole-3-carboxylate C(C1=CC=CC=C1)OCCN1C(=C(C(=C1C1=C(C=CC=C1)C(F)(F)F)C)C(=O)OC)Cl